3-(2,6-dibenzyloxy-3-pyridyl)-7-iodo-1H-benzimidazol-2-one C(C1=CC=CC=C1)OC1=NC(=CC=C1N1C(NC2=C1C=CC=C2I)=O)OCC2=CC=CC=C2